OC(C=1C=C(C=CC1)NC(OC(C)(C)C)=O)C1=CC=C(C=C1)C tert-butyl (3-(hydroxy(p-tolyl)methyl)phenyl)carbamate